CC(CCN1NC(=CC=C1)C1=CC=CC=C1)C 2-(3-methylbutyl)-6-phenylpyridazin